N[C@H](C(=O)O)CCC1=CC=CC=C1 2-(S)-amino-4-phenylbutyric acid